3-(5-amino-8-(1-methyl-6-oxo-1,6-dihydropyridazin-3-yl)-2-((5-(pyridin-2-yl)-1H-tetrazol-1-yl)methyl)-[1,2,4]triazolo[1,5-c]pyrimidin-7-yl)benzonitrile NC1=NC(=C(C=2N1N=C(N2)CN2N=NN=C2C2=NC=CC=C2)C2=NN(C(C=C2)=O)C)C=2C=C(C#N)C=CC2